2-(2-(difluoromethoxy)-7-methylquinoxalin-5-yl)-4,5,6,7-tetrahydrothiazolo[5,4-c]pyridine FC(OC1=NC2=CC(=CC(=C2N=C1)C=1SC=2CNCCC2N1)C)F